3-((5-(5-(difluoromethyl)-1,3,4-oxadiazole-2-yl)pyridine-2-yl)methyl)-6-(2-fluorophenyl)-1-methylquinazoline-2,4(1H,3H)-dione FC(C1=NN=C(O1)C=1C=CC(=NC1)CN1C(N(C2=CC=C(C=C2C1=O)C1=C(C=CC=C1)F)C)=O)F